C(C)OC(=O)C=1N=C(C=2SC=C3OCCCC1C23)Cl 3-chloro-7,8-dihydro-6H-9-oxa-2-thia-4-azabenzo[cd]azulene-5-carboxylic acid ethyl ester